P(O)(=O)(OP(=O)(O)OP(=O)(O)O)OC[C@@H]1[C@H]([C@H]([C@@H](O1)C1=CN(C(=O)NC1=O)C(C(F)(F)F)=O)O)O 1-trifluoroacetyl-pseudouridine triphosphate